methyl-1-tert-butoxylcarbonyl-(3S)-amino-piperidine CC1(N(CCCC1)C(=O)OC(C)(C)C)N